BrC1=NN2C(=NC(=CC2=O)N2CCN(CC2)C(=O)OC(C)(C)C)S1 tert-butyl 4-(2-bromo-5-oxo-5H-[1,3,4]thiadiazolo[3,2-a]pyrimidin-7-yl)piperazine-1-carboxylate